2-[2,6-dimethyl-4-[3-[4-(methylthio)phenyl]-3-isopropyloxypropyl]phenoxy]-2-methylpropanoic acid CC1=C(OC(C(=O)O)(C)C)C(=CC(=C1)CCC(OC(C)C)C1=CC=C(C=C1)SC)C